(3-ACETYL-7-ETHYL-INDOL-1-YL)-ACETIC ACID C(C)(=O)C1=CN(C2=C(C=CC=C12)CC)CC(=O)O